C(C=CC=CC=CCCC)(=O)[O-] decatrienoate